C(C1=CC=CC=C1)OC(N[C@@H]1[C@H](NC([C@H]1C)=O)C=1C=C(C=CC1)C)=O |r| benzyl(rac-(2R,3S,4S)-4-methyl-5-oxo-2-(m-tolyl)pyrrolidin-3-yl)carbamate